4-(methoxymethyl)-5-nitro-1,4-benzoxazin-3-one COCN1C(COC2=C1C(=CC=C2)[N+](=O)[O-])=O